3-fluoro-6-methoxy-4-(1-(3-methyloxetan-3-yl)-6-((phenylamino)methyl)-1H-benzo[d]imidazol-2-yl)benzene-1,2-diol FC1=C(C(=C(C=C1C1=NC2=C(N1C1(COC1)C)C=C(C=C2)CNC2=CC=CC=C2)OC)O)O